N-(4-carboxybenzyl)-N-methylpiperidineamine chloride [Cl-].C(=O)(O)C1=CC=C(CN(N2CCCCC2)C)C=C1